OCC(CO)(CO)NC(C=C)=O N-[1,1-bis(hydroxymethyl)-2-hydroxyethyl]acrylamide